4-Bromo-6,7-dihydro-5H-cyclopenta[c]pyridin-1-amine BrC=1C2=C(C(=NC1)N)CCC2